(3R)-3-amino-5-[(4-chlorophenyl)methyl]-7-(1-ethyltriazol-4-yl)-8-fluoro-1,1-dioxo-2,3-dihydro-1λ6,5-benzothiazepin-4-one N[C@H]1CS(C2=C(N(C1=O)CC1=CC=C(C=C1)Cl)C=C(C(=C2)F)C=2N=NN(C2)CC)(=O)=O